13-benzyl-3-(3-cyanopropoxy)-2,9,10-trimethoxy-5,6-dihydroisoquinolino[3,2-a]isoquinolin-7-ium C(C1=CC=CC=C1)C1=C2C=CC(=C(C2=C[N+]2=C1C=1C=C(C(=CC1CC2)OCCCC#N)OC)OC)OC